(1R,3S,5R)-2-(2-(4-amino-8-phenyl-9H-pyrimido[4,5-b]indol-9-yl)acetyl)-N-(6-bromopyridin-2-yl)-5-methyl-2-azabicyclo[3.1.0]hexane-3-carboxamide NC1=NC=NC=2N(C3=C(C=CC=C3C21)C2=CC=CC=C2)CC(=O)N2[C@@H]1C[C@@]1(C[C@H]2C(=O)NC2=NC(=CC=C2)Br)C